ClC1=CC=C(C=C1)C1=NN2C(CN(CC2(C)C)C(C=C)=O)=C1C1=CC=NC=C1 1-[2-(4-chlorophenyl)-7,7-dimethyl-3-(pyridin-4-yl)-6,7-dihydropyrazolo[1,5-a]pyrazin-5(4H)-yl]prop-2-en-1-one